ClC1=CC2=C(N=N1)N(CCC2O)[C@H]2CN(CCC2)C 3-chloro-8-[(3R)-1-methylhexahydropyridin-3-yl]-5,6,7,8-tetrahydropyrido[2,3-c][1,2]diazin-5-ol